1-(4-chloro-3-(trifluoromethyl)phenyl)-3-(3-fluoro-4-((5-(2-methoxyethoxy)-2,3-dihydro-[1,4]dioxino[2,3-f]quinazolin-10-yl)oxy)phenyl)urea ClC1=C(C=C(C=C1)NC(=O)NC1=CC(=C(C=C1)OC1=NC=NC2=CC(=C3C(=C12)OCCO3)OCCOC)F)C(F)(F)F